NC=1C=2N(C(=C(N1)C1=C(C#N)C=CC=C1)C1=CN(C(C=C1)=O)C)N=C(N2)CC2=NC=CC=C2 (8-amino-5-(1-methyl-6-oxo-1,6-dihydropyridin-3-yl)-2-(pyridin-2-ylmethyl)-[1,2,4]triazolo[1,5-a]pyrazin-6-yl)benzonitrile